[N+](=O)([O-])C=1C=C(C=CC1)NC(=S)NC1=CC=C(C=C1)[N+](=O)[O-] 1-(3-nitrophenyl)-3-(4-nitrophenyl)thiourea